C(C)(C)(C)OC(=O)N1CC(C(=C(C1=O)C(NC1=C(C(=CC=C1)F)OC)=S)O)CCC(OC)OC.C(=C)N1C(CCC1)=O.[Na] sodium vinyl-pyrrolidone tert-Butyl-3-(3,3-dimethoxypropyl)-5-[(3-fluoro-2-methoxy-phenyl)carbamothioyl]-4-hydroxy-6-oxo-2,3-dihydropyridine-1-carboxylate